[Si](C)(C)(C(C)(C)C)OC1CN(CC1F)CCCl 3-[(tert-butyldimethylsilyl)oxy]-1-(2-chloroethyl)-4-fluoropyrrolidine